ClC=1C(=CC(=NC1)C1CC(C1)(F)F)I 5-chloro-2-(3,3-difluorocyclobutyl)-4-iodopyridine